C(#N)COC(=O)N1CCN(CC1)C=1C2=C(N=C(N1)S(=O)C)CN(CC2)C2=CC=CC1=CC=CC=C21 cyanomethyl-4-[2-methylsulfinyl-7-(1-naphthyl)-6,8-dihydro-5H-pyrido[3,4-d]pyrimidin-4-yl]piperazine-1-carboxylate